[Si](OC(C)C)(OC(C)C)(OC(C)C)OC(C)C Tetraisopropyl silicate